CC1=C(C(=CC=C1)C)NC1=NN(C2=NC(=NC=C21)NC2=CC=C1CCN(CC1=C2)C(=O)C2(CCNCC2)F)C (7-((3-((2,6-dimethylphenyl)amino)-1-methyl-1H-pyrazolo[3,4-d]pyrimidin-6-yl)amino)-3,4-dihydroisoquinolin-2(1H)-yl)(4-fluoropiperidin-4-yl)methanone